β-glycidoxyethylmethyl-Dimethoxysilane C(C1CO1)OCC[Si](OC)(OC)C